(S)-N-(1-(3-chlorophenyl)-2-hydroxyethyl)-4-(5-methyl-2-((3-methylpyrazin-2-yl)amino)pyrimidin-4-yl)oxazole-2-carboxamide ClC=1C=C(C=CC1)[C@@H](CO)NC(=O)C=1OC=C(N1)C1=NC(=NC=C1C)NC1=NC=CN=C1C